benzyl (2S,4S)-2-(4-bromo-2-(2-((tert-butoxycarbonyl)amino)ethoxy)phenyl)-4-ethoxypiperidine-1-carboxylate BrC1=CC(=C(C=C1)[C@H]1N(CC[C@@H](C1)OCC)C(=O)OCC1=CC=CC=C1)OCCNC(=O)OC(C)(C)C